ClC1=CC=C(C=C1)N1CC(CC1)COC1=NC(=NC=C1C#N)C1CC1 4-((1-(4-chlorophenyl)pyrrolidin-3-yl)methoxy)-2-cyclopropylpyrimidine-5-carbonitrile